sodium propoxide [O-]CCC.[Na+]